4-methylthiazole CC=1N=CSC1